[O-]CCCC.[O-]CCCC.[O-]CCCC.[O-]CCCC.[Ti+4] titanium(IV) tetra-n-butoxide